COC=1C=C(C=C(C1OC)OC)[Li] 3,4,5-trimethoxyphenyl-lithium